4-(2,5-dimethyl-1H-pyrrol-1-yl)benzonitrile CC=1N(C(=CC1)C)C1=CC=C(C#N)C=C1